CNC=1N=C(C(=NC1C=1C2=C(C=NC1)N(C=N2)C)C(=O)N)NC=2C=NC(=C(C2)C)N2C[C@@H](OCC2)C 5-(Methylamino)-6-(3-methylimidazo[4,5-c]pyridin-7-yl)-3-[[5-methyl-6-[(2S)-2-methylmorpholin-4-yl]-3-pyridyl]amino]pyrazine-2-carboxamide